N1-(2-{5-[(1R,4R,7R)-7-amino-2-azabicyclo[2.2.1]heptane-2-carbonyl]-7-methoxy-1-methyl-1H-1,3-benzodiazol-2-yl}-1-(cyclopropylmethyl)-1H-pyrrolo[2,3-b]pyridin-6-yl)benzene-1,4-diamine N[C@H]1[C@@H]2N(C[C@H]1CC2)C(=O)C2=CC1=C(N(C(=N1)C1=CC=3C(=NC(=CC3)NC3=CC=C(C=C3)N)N1CC1CC1)C)C(=C2)OC